4-(4-(4-(1-ethylpiperidin-4-yl)piperazin-1-yl)piperidin-1-yl)-6-(methylsulfinyl)-3-((4-(tetracosyloxy)phenyl)sulfonyl)quinoline C(C)N1CCC(CC1)N1CCN(CC1)C1CCN(CC1)C1=C(C=NC2=CC=C(C=C12)S(=O)C)S(=O)(=O)C1=CC=C(C=C1)OCCCCCCCCCCCCCCCCCCCCCCCC